NC1=C(C(=NN1C1CCOCC1)C1=CC(=C(C(=C1)F)CNC(C1=C(C=CC=C1)OC)=O)F)C(=O)N 5-amino-3-[3,5-difluoro-4-[[(2-methoxybenzoyl)amino]methyl]phenyl]-1-tetrahydropyran-4-yl-pyrazole-4-carboxamide